3-dimethylamino-6-dimethylamino-fluorene CN(C=1C=CC=2CC3=CC=C(C=C3C2C1)N(C)C)C